C(C1=CC=CC=C1)N([C@@H](CO)C(=O)O)C(=O)OC(C)(C)C benzyl-N-(tert-butoxycarbonyl)serine